octahydro-1H-pyrrolo[3,4-b]pyrazine N1C2C(NCC1)CNC2